CNC(C1=NC(=C(C=C1)C1CCN(CC1)CC1=CC=C2C(N(C(NC2=C1)=O)C)=S)C)=O N,6-dimethyl-5-(1-((3-methyl-2-oxo-4-thioxo-1,2,3,4-tetrahydroquinazolin-7-yl)methyl)piperidin-4-yl)picolinamide